2,4,5,6-tetrahydropyrano[2,3-c]pyrazole N=1NC=C2C1OCCC2